1-(2,6-dihydroxyphenyl)-3-(3-hydroxy-4-methoxyphenyl)propan-1-one OC1=C(C(=CC=C1)O)C(CCC1=CC(=C(C=C1)OC)O)=O